3-{[2-(isoquinolin-4-yl)pyrimidin-4-yl]Amino}-4-methylbenzamide C1=NC=C(C2=CC=CC=C12)C1=NC=CC(=N1)NC=1C=C(C(=O)N)C=CC1C